5-(3-{1-[(2E)-2-(aminomethyl)-3-fluoroprop-2-en-1-yl]-5-oxo-1,5-dihydro-4H-1,2,4-triazol-4-yl}phenyl)-1-(propan-2-yl)pyridin-2(1H)-one hydrochloride Cl.NC/C(/CN1N=CN(C1=O)C=1C=C(C=CC1)C=1C=CC(N(C1)C(C)C)=O)=C\F